6-((1R,2R)-3-(3-chlorobenzamido)-1,2-dihydroxypropyl)-4-hydroxytetrahydro-2H-pyran-2-carboxylic acid ClC=1C=C(C(=O)NC[C@H]([C@@H](O)C2CC(CC(O2)C(=O)O)O)O)C=CC1